amino-6-bromobenzoxazole NC=1OC2=C(N1)C=CC(=C2)Br